OC1=CC=C(C2=C1N=C(O2)N2CC1CCC(C2)N1C(=O)OC(C)(C)C)C=1SC=CN1 tert-Butyl 3-(4-hydroxy-7-(thiazol-2-yl)benzo[d]oxazol-2-yl)-3,8-diazabicyclo[3.2.1]octane-8-carboxylate